COC1=CC(=CC(=C1OC)OC)CO[C@H]2[C@@H]([C@H]([C@@H]([C@H](O2)CO[C@H]3[C@@H]([C@H]([C@@H]([C@H](O3)CO)O)O)O)O)OC(=O)C4=CC(=C(C(=C4)O)O)O)O The molecule is an O-acyl carbohydrate consisting of 6-O-beta-D-glucopyranosyl-beta-D-glucopyranose attached to a 3,4,5-trimethoxybenzyl and a galloyl group at positions 1 and 3 respectively. Isolated from Symplocos racemosa, it exhibits inhibitory activity against chymotrypsin. It has a role as a metabolite and an EC 3.4.21.1 (chymotrypsin) inhibitor. It is an O-acyl carbohydrate, a disaccharide derivative, a gallate ester and a member of methoxybenzenes.